N1(CCC12COCC2)C=2OC1=C(N2)C=C(C=C1)NC(=O)C=1C=CC2=C(N(CCO2)C)C1 4-methyl-3,4-dihydro-2H-benzo[1,4]oxazine-6-carboxylic acid [2-(6-oxa-1-aza-spiro[3.4]oct-1-yl)-benzooxazol-5-yl]-amide